ClC1=CC=C2C(=CNC2=C1C)\C=C\1/NC(N(C1=O)C(C(=O)NC12CC(C1)(C2)OP(=O)([O-])O)C2=CC(=C(C=C2)F)F)=O (Z)-3-(2-(4-((6-chloro-7-methyl-1H-indol-3-yl)methylene)-2,5-dioxoimidazolidin-1-yl)-2-(3,4-difluorophenyl)acetamido)bicyclo[1.1.1]pentan-1-yl dihydrophosphate